ClC=1C=CC(=C(C1)C1=CC2=C(OCCN2C2=CC(=NC=C2)[N+](=O)[O-])C=N1)F 4-[7-(5-chloro-2-fluorophenyl)-1H,2H,3H-pyrido[3,4-b][1,4]oxazin-1-yl]-2-nitropyridine